tert-butyl 2-(2-cyclopropyl-3-methoxyphenyl)-2-(3-(5-(6-methyl-5,6,7,8-tetrahydro-1,8-naphthyridin-2-yl)pentyloxy)azetidin-1-yl)acetate C1(CC1)C1=C(C=CC=C1OC)C(C(=O)OC(C)(C)C)N1CC(C1)OCCCCCC1=NC=2NCC(CC2C=C1)C